BrC=1C(=C(C=CC1)C(CC1=C(C=CC(=C1)C(F)(F)F)F)=O)F 1-(3-Bromo-2-fluorophenyl)-2-(2-fluoro-5-(trifluoromethyl)phenyl)ethan-1-one